4-(4-(benzo[d]thiazol-2-ylcarbamoyl)-2-chlorobenzyl)-N-ethylpiperidine-1-carboxamide S1C(=NC2=C1C=CC=C2)NC(=O)C2=CC(=C(CC1CCN(CC1)C(=O)NCC)C=C2)Cl